OC(=O)C(F)(F)F.NC(C(=O)OC)CC=1C=CC(=C2C=CN=CC12)C1=C(C=CC=C1OC)OC methyl 2-amino-3-(5-(2,6-dimethoxyphenyl)isoquinolin-8-yl)propanoate TFA Salt